tert-butyl N-[(1S)-1-[(2S,4R)-2-[[(1S)-1-(4-bromophenyl)ethyl]carbamoyl]-4-hydroxy-pyrrolidine-1-carbonyl]-2,2-dimethylpropyl]carbamate BrC1=CC=C(C=C1)[C@H](C)NC(=O)[C@H]1N(C[C@@H](C1)O)C(=O)[C@H](C(C)(C)C)NC(OC(C)(C)C)=O